2,5-dichloropyrimidin ClC1=NC=C(C=N1)Cl